Cl.BrC1=CC=C(C=C1)C1=CC=C(N1C1=C(C=CC=C1)C(F)(F)F)C=1C=C(C=CC1)C(=O)N1C[C@H](CC1)N(C)C [3-[5-(4-bromophenyl)-1-[2-(trifluoromethyl)phenyl]pyrrol-2-yl]phenyl]-[(3S)-3-(dimethylamino)pyrrolidin-1-yl]methanone hydrochloride